(R)-N-t-butoxycarbonyl-3-methyl-3-hydroxypiperidine C(C)(C)(C)OC(=O)N1C[C@@](CCC1)(O)C